OC=1C(C(=CN2C1C(N1[C@H](CCC([C@H]2C1)=O)C)=O)C(=O)NCC1=C(C=C(C=C1F)F)F)=O (3S,7R)-12-hydroxy-3-methyl-1,6,11-trioxo-N-(2,4,6-trifluorobenzyl)-1,4,5,6,7,11-hexahydro-3H-2,7-methanopyrido[1,2-a][1,4]diazonine-10-carboxamide